3-(4-fluorophenyl)morpholine FC1=CC=C(C=C1)C1NCCOC1